N-((R)-5-(5-ethyl-1,2,4-oxadiazol-3-yl)-2,3-dihydro-1H-inden-1-yl)-1-((R)-2-hydroxypropyl)-2-oxo-1,2-dihydropyridine-4-carboxamide C(C)C1=NC(=NO1)C=1C=C2CC[C@H](C2=CC1)NC(=O)C1=CC(N(C=C1)C[C@@H](C)O)=O